1,3-diaminopropane-2-yl cinnamate C(C=CC1=CC=CC=C1)(=O)OC(CN)CN